ClC=1C=C(C=CC1)N1CCN(CC1)C(C(C1=CC=CC=C1)N1C(CCC1=O)=O)=O 1-(2-(4-(3-Chlorophenyl)Piperazin-1-yl)-2-Oxo-1-Phenylethyl)Pyrrolidine-2,5-Dione